2-(2,6-dioxopiperidin-3-yl)-4-hydroxy-6-(1H-pyrazol-4-yl)isoindoline-1,3-dione O=C1NC(CCC1N1C(C2=CC(=CC(=C2C1=O)O)C=1C=NNC1)=O)=O